3-(3-(3-(2,5-dioxo-2,5-dihydro-1H-pyrrol-1-yl)propionamido)phenoxy)-3,4,5-trihydroxytetrahydro-2H-pyran-2-carboxylic acid O=C1N(C(C=C1)=O)CCC(=O)NC=1C=C(OC2(C(OCC(C2O)O)C(=O)O)O)C=CC1